CC1=C(C(=O)P(C(C2=C(C=C(C=C2C)C)C)=O)=O)C(=CC(=C1)C)C bis(2,4,6-trimethylbenzoyl)-phosphine oxide